5-(2-(((2S,3S)-1-amino-3-hydroxy-1-oxobutan-2-yl)amino)-2-oxoacetyl)-N-(4-fluoro-3-methylphenyl)-1,2,4-trimethyl-1H-pyrrole-3-carboxamide NC([C@H]([C@H](C)O)NC(C(=O)C1=C(C(=C(N1C)C)C(=O)NC1=CC(=C(C=C1)F)C)C)=O)=O